OCN1C(=O)N(C(=O)C1(C)C)CO 1,3-BIS(HYDROXYMETHYL)-5,5-DIMETHYL-HYDANTOIN